NC1=C(C=C(C=C1)C=1SC=CC1)NC(C1=CC=C(C=C1)S(=O)(=O)C1=NC=CC=C1)=O N-[2-amino-5-(2-thienyl)phenyl]-4-(2-pyridylsulfonyl)benzamide